tert-butyl ((1-((8-cyano-7-fluoro-2,3-dihydrobenzo[b][1,4]dioxin-5-yl)methyl)-1H-pyrazol-4-yl)methyl)carbamate C(#N)C1=C(C=C(C2=C1OCCO2)CN2N=CC(=C2)CNC(OC(C)(C)C)=O)F